C(C)C1=CC=C(C=C1)C(C)O 1-(4-ethylphenyl)ethan-1-ol